dibromo[2,6-bis[4-(S)-isopropyl-2-oxazolyl]pyridine] cobalt [Co].BrC=1C=C(C(=NC1C=1OC=C(N1)C(C)C)C=1OC=C(N1)C(C)C)Br